SC1=NC2=CC=CC(=C2C(N1CC1=CC=CC=C1)=O)Cl sulfanyl-3-benzyl-5-chloro-quinazolin-4-one